NCCN(CCNC(C1=C(C(=CC=C1)OCC1=CC=CC=C1)OCC1=CC=CC=C1)=O)CCNC(C1=C(C(=CC=C1)OCC1=CC=CC=C1)OCC1=CC=CC=C1)=O N,N'-(((2-aminoethyl)azanediyl)bis(ethane-2,1-diyl))bis(2,3-bis(benzyloxy)benzamide)